C(C)OC1=NC=CC=C1C1=NC=2C(NCC3(C2C=C1)CCN(CC3)C(=O)OC(C)(C)C)=O tert-butyl 2'-(2-ethoxypyridin-3-yl)-8'-oxo-7',8'-dihydro-6'H-spiro[piperidine-4,5'-[1,7]naphthyridine]-1-carboxylate